(S)-N-(5-((R)-2-(2,5-difluorophenyl)-pyrrolidin-1-yl)-pyrazolo[1,5-a]pyrimidin-3-yl)-3-hydroxypyrrolidine-1-carboxamide hydrogen sulfate S(=O)(=O)(O)O.FC1=C(C=C(C=C1)F)[C@@H]1N(CCC1)C1=NC=2N(C=C1)N=CC2NC(=O)N2C[C@H](CC2)O